potassium capryloyl alaninate N[C@@H](C)C(=O)OC(CCCCCCC)=O.[K]